C(CCCCCCCCC)[Si]([Si]([Si](C)(C)CCCCCCCCCC)(C1=CC=CC=C1)[Si](C)(C)CCCCCCCCCC)(C)C 1,3-didecyl-2-(decyldimethylsilyl)-1,1,3,3-tetramethyl-2-phenyltrisilane